C[C@]12CC[C@H]3[C@H]([C@@H]1CCC2=O)CC=C4[C@@]3(CC[C@@H](C4)OS(=O)(=O)[O-])C.[Na+] The molecule is an organic sodium salt that is the monosodium salt of dehydroepiandrosterone sulfate. It has a role as a human metabolite and an EC 2.7.1.33 (pantothenate kinase) inhibitor. It contains a dehydroepiandrosterone sulfate(1-).